ClC=1C=C2CCN([C@H](C2=C(C1)Cl)C)C(=O)[C@@H]1CN(CCO1)C1=C2C(=CN=C1)SC=C2 ((S)-6,8-dichloro-1-methyl-3,4-dihydroisoquinolin-2(1H)-yl)((S)-4-(thieno[2,3-c]pyridin-4-yl)morpholin-2-yl)methanone